O[C@]1([C@@H](CCC1)N1C(C(=CC2=C1N=C(N=C2)NC2(C(CN(CC2([2H])[2H])S(=O)(=O)C([2H])([2H])[2H])([2H])[2H])[2H])C([2H])([2H])[2H])=O)C([2H])([2H])[2H] (-)-8-((1R,2R)-2-hydroxy-2-(methyl-d3)cyclopentyl)-6-(methyl-d3)-2-((1-((methyl-d3)sulfonyl)piperidin-4-yl-3,3,4,5,5-d5)-amino)pyrido[2,3-d]pyrimidin-7(8H)-one